3-benzyl-5-(3,5-dimethylisoxazol-4-yl)benzo[d]oxazol-2(3H)-one C(C1=CC=CC=C1)N1C(OC2=C1C=C(C=C2)C=2C(=NOC2C)C)=O